D-N-methylisoleucine CN[C@H]([C@@H](C)CC)C(=O)O